C(=O)(O)O[SiH2]OC(=O)O dicarboxyloxysilane